[Bi].[Fe].[Si](=O)=O silicon dioxide iron bismuth